COC(CCNC(=O)C=1N(C=C(N1)NC(=O)C=1N(C=C(N1)NC(=O)OC(C)(C)C)C)C)=O.C(C1CO1)OCCC[Si](OCC)(OCC)OCC 3-(2,3-epoxypropoxy)propyltriethoxysilane methyl-3-[(4-[4-[(tert-butoxycarbonyl)amino]-1-methylimidazole-2-amido]-1-methylimidazol-2-yl)formamido]propanoate